NC1=C(C(=NN1C(C(F)(F)F)C)C1=C2C=CNC2=C(C=C1F)CNC(C1=C(C=CC(=C1)F)OC)=O)C(=O)N 5-amino-3-(5-fluoro-7-((5-fluoro-2-methoxybenzamido)methyl)-1H-indol-4-yl)-1-(1,1,1-trifluoropropan-2-yl)-1H-pyrazole-4-carboxamide